2-bromo-6-Methyl-5,6,7,8-tetrahydro-1,6-naphthyridin-3-amine BrC1=NC=2CCN(CC2C=C1N)C